C(C1=CC=CC=C1)C=1C(N=C2N(N1)C(\C(\S2)=C/C2=CC=C(C=C2)OC(C)C)=O)=O (E)-6-benzyl-2-(4-isopropoxybenzylidene)-2H-thiazolo[3,2-b]-1,2,4-triazine-3,7-dione